1,3-bis(isocyanatomethylene)cyclohexane N(=C=O)C=C1CC(CCC1)=CN=C=O